ClC1=CC=C(C=C1)[C@@H]1N(CCOC1)C1=NC(=NC2=CC=C(C=C12)C=1C=C(C(N(C1)C)=O)C)C=1C=NN(C1)CC(C)(C)O (S)-5-(4-(3-(4-chlorophenyl)morpholinyl)-2-(1-(2-hydroxy-2-methylpropyl)-1H-pyrazol-4-yl)quinazolin-6-yl)-1,3-dimethylpyridin-2(1H)-one